2-ethyl-5,6,7,8-tetrahydro-10H-oxazolo[5,4-d]pyrido[1,2-a]pyrimidin-10-one C(C)C=1OC=2N=C3N(C(C2N1)=O)CCCC3